1,2-dimethylenebenzene C=C1C(C=CC=C1)=C